N-(3-(dimethylamino)propyl)-6,7-dimethoxy-2-(4-(piperazin-1-yl)phenyl)quinolin-4-amine CN(CCCNC1=CC(=NC2=CC(=C(C=C12)OC)OC)C1=CC=C(C=C1)N1CCNCC1)C